2-(3-methyl-5-((R or S)-1-(((R)-phenyl((R)-1,2,3,4-tetrahydropyrido[2,3-b]pyrazin-3-yl)methyl)amino)propan-2-yl)phenyl)acetic acid CC=1C=C(C=C(C1)[C@H](CN[C@@H]([C@H]1CNC2=C(N1)N=CC=C2)C2=CC=CC=C2)C)CC(=O)O |o1:7|